[N+](=O)([O-])C=1C=C(C(=O)N2CCC=3C2=CN=CC3C3=CC=C(C#N)C=C3)C=CC1 4-(1-(3-nitrobenzoyl)-2,3-dihydro-1H-pyrrolo[2,3-c]pyridin-4-yl)benzonitrile